C(C)(C)(C)C1=CC(=CC2=C1OP(OC1=C2C=C(C=C1C(C)(C)C)OC)C1=C(C=C(C=C1)OC)C(C)(C)C)OC 4,8-di-t-butyl-6-(2-(t-butyl)-4-methoxyphenyl)-2,10-dimethoxydibenzo[d,f][1,3,2]dioxaphosphepin